N-(2-amino-2-methylpropyl)-6-(6-chloro-5-fluoro-1H-indol-2-yl)pyrazine-2-carboxamide NC(CNC(=O)C1=NC(=CN=C1)C=1NC2=CC(=C(C=C2C1)F)Cl)(C)C